5,5'-diallyl-2'-hydroxy-[1,1'-biphenyl]-2-yl (E)-3-(4-fluorophenyl)acrylate FC1=CC=C(C=C1)/C=C/C(=O)OC1=C(C=C(C=C1)CC=C)C1=C(C=CC(=C1)CC=C)O